Methyl 3-((S)-1-amino-3-methylbutyl)-5-benzyl-4,5-dihydroisoxazole-5-carboxylate hydrochloride Cl.N[C@@H](CC(C)C)C1=NOC(C1)(C(=O)OC)CC1=CC=CC=C1